Cl.FC1=CC2=C(C3=C4C(CCNC4C2)=CC=C3OC)C=C1 9-fluoro-1-methoxy-5,6,6a,7-tetrahydro-4H-dibenzo[de,g]quinoline hydrochloride